bis(2-phenylpyridyl)iridium C1(=CC=CC=C1)C1=NC=CC=C1[Ir]C=1C(=NC=CC1)C1=CC=CC=C1